C1(=C(C(=C(C(=C1[2H])[2H])[2H])[2H])[2H])C1=C2C(=C(O1)C1=CC=CC=C1)C=1C=CC=C3C=CC=C2C13 7-(phenyl-d5)-9-phenyl-acenaphtho[1,2-c]furan